COC(C=1C(=CC(C(C1)([N+](=O)[O-])N)Cl)Cl)=O 5-amino-2,4-dichloro-5-nitrobenzoic acid methyl ester